4,4,4-trifluoro-1-[4-fluoro-4-(6-fluoropyridin-3-yl)-1-piperidinyl]butan-1-one FC(CCC(=O)N1CCC(CC1)(C=1C=NC(=CC1)F)F)(F)F